OC1(CCS(CC1)(=O)=O)C#CC1=CC2=C(OC[C@@H](C(N2C)=O)NC(C2=NC=CC(=C2)OC2=CC=CC=C2)=O)C=C1 (S)-N-(7-((4-hydroxy-1,1-dioxidotetrahydro-2H-thiopyran-4-yl)ethynyl)-5-methyl-4-oxo-2,3,4,5-tetrahydrobenzo[b][1,4]oxazepin-3-yl)-4-phenoxypicolinamide